CC(C)(C#CC(C)(OOC(C)(C)C)C)OOC(C)(C)C 2,5-dimethyl-2,5-di(t-butylperoxy)-hex-3-yne